C(C(C)C)(=O)OC(C)C1(CCC(CC1)(C1=CC(=C(C=C1)OC)OC1CCCC1)C#N)C(=O)OCCCCSC 4-(methylthio)butan-1-ol 1-(isobutyryloxy)ethyl-(1r,4r)-4-cyano-4-(3-(cyclopentyloxy)-4-methoxyphenyl)cyclohexane-1-carboxylate